2,3'-bis(trifluoromethoxy)benzidine FC(OC1=C(C=CC(=C1)N)C1=CC(=C(N)C=C1)OC(F)(F)F)(F)F